C(C1=CC(OC)=C(O)C(OC)=C1)=O Syringaldehyd